5-nitro-1-(3-(trifluoromethyl)-benzyl)-1H-indole [N+](=O)([O-])C=1C=C2C=CN(C2=CC1)CC1=CC(=CC=C1)C(F)(F)F